AMINOPYRIMIDINEAMIDE NC1=NC(=NC=C1)C(=O)N